N1CCC(CC1)CN1CC2(CN(C2)C2=CC=C(C=N2)C2C(NC(CC2)=O)=O)CC1 3-(6-(6-(piperidin-4-ylmethyl)-2,6-diazaspiro[3.4]octan-2-yl)pyridin-3-yl)piperidine-2,6-dione